7-Bromo-[1,2,4]triazolo[1,5-a]pyridin BrC1=CC=2N(C=C1)N=CN2